1-methyl-3-(4-fluorophenyl)-2,4-dioxo-1,2,3,4-tetrahydropyrimidine-5-formic acid CN1C(N(C(C(=C1)C(=O)O)=O)C1=CC=C(C=C1)F)=O